ClC1=C(C=C(C(=C1)F)OC)C1=CC=2N(C(N(C(C2S1)=O)C=1C=NC=C(C1)C#CC(C)(C)O)=O)CCC#N 3-(6-(2-chloro-4-fluoro-5-methoxyphenyl)-3-(5-(3-hydroxy-3-methylbutan-1-yn-1-yl)pyridin-3-yl)-2,4-dioxo-3,4-dihydrothieno[3,2-d]pyrimidin-1(2H)-yl)propionitrile